N-((1S,3R)-3-(((2-((4-((2S,6R)-2,6-dimethylmorpholino)phenyl)amino)-5-fluoropyrimidin-4-yl)oxy)methyl)cyclopentyl)acetamide C[C@@H]1O[C@@H](CN(C1)C1=CC=C(C=C1)NC1=NC=C(C(=N1)OC[C@H]1C[C@H](CC1)NC(C)=O)F)C